N1N=NC2=C1C=C(C=C2)/C=C/C(=O)NC2=C(C(=CC=C2)F)C (E)-3-(1H-benzo[d][1,2,3]triazol-6-yl)-N-(3-fluoro-2-methylphenyl)acrylamide